4-(N-(bicyclo[1.1.1]pentan-1-yl)sulfamoyl)-1,3-dimethyl-1H-pyrrole-2-carbonyl chloride C12(CC(C1)C2)NS(=O)(=O)C=2C(=C(N(C2)C)C(=O)Cl)C